FCC(C)CCC[C@@H](C)[C@H]1CC[C@H]2[C@@H]3CC=C4C[C@@H](O)CC[C@]4(C)[C@H]3CC[C@]12C Fluoro-Cholesterol